(6-(4-(1,4-Diazabicyclo[3.2.1]octan-4-yl)phenyl)-4,7-dichloro-2H-indazol-2-yl)-2-((R)-6-fluoro-6,7-dihydro-5H-pyrrolo[1,2-c]imidazol-1-yl)-N-(thiazol-2-yl)acetamide N12CCN(C(CC1)C2)C2=CC=C(C=C2)C=2C=C(C1=CN(N=C1C2Cl)C(C(=O)NC=2SC=CN2)C2=C1N(C=N2)C[C@@H](C1)F)Cl